1-(2-chloroacetyl)-N-methylazetidine-3-carboxamide ClCC(=O)N1CC(C1)C(=O)NC